N1(CCOCC1)CCCNC(C1=C(C=CC=C1)NC1=CC=NC2=CC(=CC=C12)C)=O N-[3-(morpholin-4-yl)propyl]-2-[(7-methylquinolin-4-yl)amino]benzamide